FC1(CCN(CCC1)C1=C(C(=O)NC2=CC(=CC=C2)S(=O)(=N)C)C(=C(C=N1)C=1SC=CC1C)C)F 2-(4,4-difluoroazepan-1-yl)-4-methyl-N-(3-(S-methylsulfonimidoyl)phenyl)-5-(3-methylthiophen-2-yl)nicotinamide